[N]=O trans-nitrogen oxide